2-[((2-fluoro-4-iodophenyl)amino)thieno[2,3-b]pyridin-3-yl]-[(3R)-3-hydroxypyrrolidin-1-yl]-methanone FC1=C(C=CC(=C1)I)NC1=C(C=2C(=NC=CC2)S1)C1N(CC[C@H]1O)C=O